C1(=CC=CC=C1)CC(CC1=CC=CC=C1)O 1,3-diphenylpropan-2-ol